C(\C=C/C(=O)O)(=O)O.CNS(=O)(=O)C[C@@H]1CC[C@H](CC1)N(C=1C2=C(N=CN1)NC=C2)C N-methyl[trans-4-(methyl-7H-pyrrolo[2,3-d]pyrimidin-4-ylamino)cyclohexyl]methanesulfonamide (2Z)-2-butenedioate